C(=CC=CC=CCCCCCCCC)O tetradecatrien-1-ol